C(C)(=O)C1C(CCCC1)=O 2-acetylcyclohexanone